FC(C=1C=C(C=CC1)NC1=NC(=NC(=N1)NC1=CC(=NC=C1)C(F)(F)F)N(C)C)(F)F N-(3-(trifluoromethyl)phenyl)-N'-(2-(trifluoromethyl)pyridin-4-yl)-6-dimethylamino-[1,3,5]triazine-2,4-diamine